di-iso-propylsilylamine C(C)(C)[SiH](C(C)C)N